ClC1=C(N2C(C=3CN4[C@@H](COC31)CNCC4)=NN=C2)C2=C(C=CC=C2F)O 2-[(8AR)-6-chloro-8,8a,9,10,11,12-hexahydro-14H-pyrazino[2,1-c][1,2,4]triazolo[4',3':1,2]pyrido[3,4-f][1,4]oxazepin-5-yl]-3-fluorophenol